N1C=CC=2C(=CC=CC12)C(N)=S 1H-indole-4-thiocarboxamide